CC(C(C(F)(F)F)NNC(C1=CC=CC=C1)=O)(C)C N'-[2,2-dimethyl-1-(trifluoromethyl)propyl]Benzohydrazide